acrylic isooctyl ester C(CCCCC(C)C)OC(C=C)=O